NC1=CC=C(N=N1)C#CCN(C(=O)[C@H]1N(CCC1)C1=NC(=CC(=C1)C(F)(F)F)C)C1=CC(=C(C=C1)F)Cl (S)-N-(3-(6-aminopyridazin-3-yl)prop-2-yn-1-yl)-N-(3-chloro-4-fluorophenyl)-1-(6-methyl-4-(trifluoromethyl)pyridin-2-yl)pyrrolidine-2-carboxamide